C(C1=CC=CC=C1)N1C=CC2=CC=C(C=C12)C1=NNC(=C1)NC(C1=CC=C(C=C1)N1CCN(CC1)CCO)=O N-(3-(1-benzyl-1H-indol-6-yl)-1H-pyrazol-5-yl)-4-(4-(2-hydroxyethyl)piperazin-1-yl)benzamide